C1(=CC=CC=C1)NC(=O)NC1=NC=NC2=CC=CC=C12 1-Phenyl-3-(quinazolin-4-yl)urea